ON=C1C=C(C(C2=CC=CC=C12)=O)N[C@@H](C(=O)NC1=CC(=CC(=C1)C)C)CC1=CC=CC=C1 (R)-2-((4-(hydroxyimino)-1-oxo-1,4-dihydronaphthalen-2-yl)amino)-3-phenyl-N-(3,5-dimethylphenyl)-propanamide